O1C(OCC1)CC=C1CCOCC1 4-[2-(1,3-dioxolan-2-yl)ethylidene]oxane